FC1=C(C=C(C=C1)F)C(OC1=CC(=NN1CCC(C)(C)C)C(N)([2H])[2H])([2H])[2H] 1-[5-{[(2,5-difluorophenyl)(2H2)methyl]oxy}-1-(3,3-dimethylbutyl)-1H-pyrazol-3-yl](2H2)methanamine